C1(CC1)C1=NC=NC(=C1C1=NC=C(C(=N1)NC1=CC=C(C=C1)C1=NN(C(C2=CC=CC=C12)=O)CC1=CC=C(C=C1)OC)C(=O)OC)OC methyl 2-(4-cyclopropyl-6-methoxy-pyrimidin-5-yl)-4-[[4-[3-[(4-methoxyphenyl)methyl]-4-oxo-phthalazin-1-yl]phenyl]amino]pyrimidine-5-carboxylate